FC1(COC2=C(N(C1)CC1=CC=C(C=C1)F)C=C(C(=C2)NC(CC(C)(C)C)=O)C)F N-[3,3-difluoro-5-[(4-fluorophenyl)methyl]-7-methyl-2,4-dihydro-1,5-benzoxazepin-8-yl]-3,3-dimethyl-butanamide